3-(5-(7,8-Dimethyl-[1,2,4]triazolo[1,5-a]pyridin-6-yl)-4-isopropyl-1H-pyrazol-3-yl)-8-((R)-tetrahydrofuran-3-yl)-6,6a,7,8,9,10-hexahydropyrazino[1,2-d]pyrido[3,2-b][1,4]oxazine CC1=C(C=2N(C=C1C1=C(C(=NN1)C1=CC=3OCC4N(C3N=C1)CCN(C4)[C@H]4COCC4)C(C)C)N=CN2)C